5-(5-bromo-6-methylpyridin-2-yl)-3-methylisothiazole-4-carboxylic acid BrC=1C=CC(=NC1C)C1=C(C(=NS1)C)C(=O)O